3-(5-(1-cyclopropyl-3,3-difluoropiperidin-4-yloxy)pyridin-2-yl)-N-(3-isopropylpyridin-2-yl)-1,2,4-thiadiazol-5-amine C1(CC1)N1CC(C(CC1)OC=1C=CC(=NC1)C1=NSC(=N1)NC1=NC=CC=C1C(C)C)(F)F